O=C1N(C(CC1)=O)C(C(=O)O)(CC(CCC(=O)O)([N+](=O)[O-])CCC(=O)ON1C(CCC1=O)=O)N1C(CCC1=O)=O.O1C(=CC=C1)COCC(CNC\C=C\C1=C(C=CC=C1)OC)O (E)-1-(furan-2-ylmethoxy)-3-((3-(2-methoxyphenyl)allyl)amino)propan-2-ol bis(2,5-dioxopyrrolidin-1-yl)4-(3-((2,5-dioxopyrrolidin-1-yl)oxy)-3-oxopropyl)-4-nitroheptanedioate